O1[C@@H](COCC1)C=1N=CC(=NC1)C=1C(=CC(=NC1)NC(C)=O)NC1=NC(=NC(=C1)CC)C(C)(F)F (R)-N-(5-(5-(1,4-dioxan-2-yl)pyrazin-2-yl)-4-((2-(1,1-difluoroethyl)-6-ethylpyrimidin-4-yl)amino)pyridin-2-yl)acetamide